C(C1=CC=CC=C1)N1C=C(C=2C1=NC=C(C2)C=2C(=NOC2C)C)C=2C=C(C=CC2)S(=O)(=O)NC 3-(1-benzyl-5-(3,5-dimethylisoxazol-4-yl)-1H-pyrrolo[2,3-b]pyridin-3-yl)-N-methylbenzenesulfonamide